tri(N-3-methylphenyl-N-phenylamino)triphenylamine CC=1C=C(C=CC1)N(C1=CC=CC=C1)C1=C(C(=C(C=C1)N(C1=CC=CC=C1)C1=CC=CC=C1)N(C1=CC(=CC=C1)C)C1=CC=CC=C1)N(C1=CC(=CC=C1)C)C1=CC=CC=C1